5-chloro-2-[(6-chloro-3-oxazol-2-yl-4-quinolinyl)amino]benzoic acid ClC=1C=CC(=C(C(=O)O)C1)NC1=C(C=NC2=CC=C(C=C12)Cl)C=1OC=CN1